N-(4-methoxy-2-(2-methoxy-ethoxy)pyrimidin-5-yl)-7-methylquinolin-4-amine COC1=NC(=NC=C1NC1=CC=NC2=CC(=CC=C12)C)OCCOC